OC1=C(C2OC3=CC4=C(C(=C3C(C2)=O)OC)OCO4)C=CC=C1O 2',3'-dihydroxy-5-methoxy-6,7-methylenedioxyflavanone